C1(CC1)C(C)N 1-cyclopropylethylamine